COC(C1=C(C=C(C(=C1)F)N)O[C@H](C(F)(F)F)C)=O (S)-4-amino-5-fluoro-2-((1,1,1-trifluoropropan-2-yl)oxy)benzoic acid methyl ester